1-methyl-2,3,4,5-tetrahydro-1H-azepino[2,3-b]quinolin-6-ylamine CN1CCCCC=2C1=NC1=CC=CC=C1C2N